FC1=C(C(=CC=C1)F)C1=NC=2N(C(=N1)NC1=CC(=C(C=C1)N1CCN(CC1)C)OCC)N=CC2 2-(2,6-difluorophenyl)-N-(3-ethoxy-4-(4-methylpiperazin-1-yl)phenyl)pyrazolo[1,5-a][1,3,5]triazin-4-amine